N-(7-benzyloxy-2,2-dimethyl-2,3-dihydrobenzofuran-5-yl)-1-methyl-3-ethyl-4-chloro-5-pyrazolecarboxamide C(C1=CC=CC=C1)OC1=CC(=CC=2CC(OC21)(C)C)NC(=O)C2=C(C(=NN2C)CC)Cl